(1,1-dioxo-1,2-dihydro-3H-1λ6-1,3-benzothiazole-3-yl)methanone Methyl-2-methoxycarbonyl-3-phenylpropionate COC(C(CC1=CC=CC=C1)C(=O)OC)=O.O=S1(CN(C2=C1C=CC=C2)C=O)=O